5-ethylhexyl-4H-thiophene C(C)C(CCCCC=1SCCC1)C